ClCCC1=CC=C(C=C1)C1N=C(OC1)C1=C(C=CC=C1F)F 4-(4-(2-chloroethyl)phenyl)-2-(2,6-difluorophenyl)-4,5-dihydro-oxazole